FC1=C(C[C@H](N)C(=O)O)C(=CC=C1)F L-2,6-difluorophenylalanine